C(CCCCC)OC(=O)N[C@H](CCCCN)C(=O)O (hexyloxy)carbonyl-D-lysine